O[C@H]([C@@H](C)[C@H]1CC[C@H]2[C@@H]3CC[C@@H]4C[C@](CC[C@@]4([C@H]3CC[C@]12C)C)(O)C)CCC(C)C (3S,5R,8R,9S,10S,13S,14S,17R)-17-((2S,3S)-3-hydroxy-6-methylheptan-2-yl)-3,10,13-trimethylhexadecahydro-1H-cyclopenta[a]phenanthren-3-ol